Methylamine dihydrochloride Cl.Cl.CN